t-butylbenzene methoxystyreneformate COC(=CC1=CC=CC=C1)C(=O)O.C(C)(C)(C)C1=CC=CC=C1